6-bromo-N-(2-methoxyethyl)-2-methylpyridin-3-amine BrC1=CC=C(C(=N1)C)NCCOC